OC1(C(C2=CC=CC=C2C1=O)=O)O 2,2-Dihydroxyindane-1,3-dione